6-(5-(1-methyl-1,2,3,6-tetrahydropyridin-4-yl)-1H-pyrrolo[2,3-b]pyridin-3-yl)-N-(1-methylpiperidin-4-yl)quinazolin-4-amine CN1CCC(=CC1)C=1C=C2C(=NC1)NC=C2C=2C=C1C(=NC=NC1=CC2)NC2CCN(CC2)C